COC(CCC1=CC=C(C=C1)C(F)(F)F)=O 3-(4-(trifluoromethyl)phenyl)propionic acid methyl ester